(1S,2R)-2-(p-tolylthio)cyclopentane-1-carboxylic acid C1(=CC=C(C=C1)S[C@H]1[C@@H](CCC1)C(=O)O)C